2-hydroxy-4-(4-propoxyphenyl)butanoic acid OC(C(=O)O)CCC1=CC=C(C=C1)OCCC